(S)- and (R)-4-(2-((2-(6-(1-methyl-1H-imidazol-4-yl)-1H-indol-3-yl)-2-oxo-1-phenylethyl)amino)ethyl)benzenesulfonamide CN1C=NC(=C1)C1=CC=C2C(=CNC2=C1)C([C@H](C1=CC=CC=C1)NCCC1=CC=C(C=C1)S(=O)(=O)N)=O |r|